C(#N)CCNC(=O)C=1C=NC(=CC1)NC1=NN2C(C=C(C=C2)C=2N(N=CC2OC[C@@H]2N(CC2)C)C)=C1 N-(2-cyanoethyl)-6-[[5-[2-methyl-4-[[(2R)-1-methylazetidin-2-yl]methoxy]pyrazol-3-yl]pyrazolo[1,5-a]pyridin-2-yl]amino]pyridine-3-carboxamide